4-(1-(5-(1H-indole-2-carbonyl)-N-methyl-4,5,6,7-tetrahydro-2H-pyrazolo[4,3-c]pyridine-3-carboxamido)cyclopropyl)benzoic acid N1C(=CC2=CC=CC=C12)C(=O)N1CC=2C(CC1)=NNC2C(=O)N(C)C2(CC2)C2=CC=C(C(=O)O)C=C2